tert-butyl (2-cyano-8-(1-(2-hydroxyethyl)-1H-pyrazol-5-yl)imidazo[1,2-c]pyrimidin-5-yl)((5-fluoro-2,3-dihydrobenzofuran-4-yl)methyl)carbamate C(#N)C=1N=C2N(C(=NC=C2C2=CC=NN2CCO)N(C(OC(C)(C)C)=O)CC2=C(C=CC3=C2CCO3)F)C1